ClC1=CC=C(C=C1)[C@@H]1N(NCC1C1=CC=CC=C1)S(=O)(=O)C1=CC=C(C=C1)C(F)(F)F (R,Z)-3-(4-chlorophenyl)-4-phenyl-N'-((4-(trifluoromethyl)phenyl)sulfonyl)-4,5-dihydro-1H-pyrazole